methylethyl-[(dimethylsiloxy)dimethyl-siloxy]silane C[SiH](O[Si](C)(C)O[SiH](C)C)CC